Cl/C(/N1CC2(CN(C2)C(=O)OC(C)(C)C)C1)=N/O tert-butyl (E)-6-(chloro(hydroxyimino)methyl)-2,6-diazaspiro[3.3]heptane-2-carboxylate